1-(((8-((2-chloropyrimidin-5-yl)amino)-1,7-naphthyridin-3-yl)oxy)methyl)cyclopropane-1-carbonitrile ClC1=NC=C(C=N1)NC=1N=CC=C2C=C(C=NC12)OCC1(CC1)C#N